[Au].[B] boron-gold